FC1=CC=2N(C=C1)C(=CN2)N 7-fluoroimidazo[1,2-a]pyridin-3-amine